2-[2-(4-Ethyl-phenyl)-1,1-dimethylethylamino-hydroxy-ethyl]-6-hydroxy-4H-benzo[1,4]oxazin-3-one C(C)C1=CC=C(C=C1)CC(C)(C)NC(CC1OC2=C(NC1=O)C=C(C=C2)O)O